[Hf].[Nb].[Zr].[Sc] scandium zirconium niobium hafnium